N1C=CC=2C1=NC(=CC2)CN2CC1(C2)CCN(CC1)C[C@@H](CC(=O)OC)C1=CC(=CC=C1)N1N=C(C=C1C)C methyl (S)-4-(2-((1H-pyrrolo[2,3-b]pyridin-6-yl)methyl)-2,7-diazaspiro[3.5]nonan-7-yl)-3-(3-(3,5-dimethyl-1H-pyrazol-1-yl)phenyl)butyrate